The molecule is a branched amino trisaccharide consisting of beta-D-galactose having an alpha-L-fucosyl residue at the 2-position and an N-acetyl-alpha-D-galactosaminyl residue at the 3-position. It has a role as an antigen and an epitope. C[C@H]1[C@H]([C@H]([C@@H]([C@@H](O1)O[C@@H]2[C@H]([C@H]([C@H](O[C@H]2O)CO)O)O[C@@H]3[C@@H]([C@H]([C@H]([C@H](O3)CO)O)O)NC(=O)C)O)O)O